C(C)(C)(C)OC(=O)N1CC(C1)(C)[C@](C1=CC=C(C=C1)C(C)C)(C=1C=NC=C(C1)CO)O 3-[(R)-Hydroxy-(5-hydroxymethyl-pyridin-3-yl)-(4-isopropyl-phenyl)-methyl]-3-methyl-azetidine-1-carboxylic acid tert-butyl ester